6-chloro-1-methyl-1H-indole-2-carboxylic acid methyl ester COC(=O)C=1N(C2=CC(=CC=C2C1)Cl)C